6-((3-((4-chloro-1-methyl-1H-pyrazol-5-yl)methyl)-1,1-dimethylisoindolin-2-yl)methyl)benzo[d]oxazol-2(3H)-one ClC=1C=NN(C1CC1N(C(C2=CC=CC=C12)(C)C)CC1=CC2=C(NC(O2)=O)C=C1)C